N12CCCCNC2=NCCC1 1,6,8-triazabicyclo[5.4.0]undec-7-ene